methyl 3-methoxy-4-(prop-2-yn-1-yloxy) benzoate COC#CCOC1=CC=C(C=C1)C(=O)OC